(4-((2R,3S,5R)-3-(3,4-difluoro-2-methoxyphenyl)-5-methyl-5-(trifluoromethyl)tetrahydrothiophene-2-carboxamido)-2-(methoxycarbonyl)phenyl)boric acid FC=1C(=C(C=CC1F)[C@H]1[C@@H](S[C@](C1)(C(F)(F)F)C)C(=O)NC1=CC(=C(C=C1)OB(O)O)C(=O)OC)OC